O=C1N(CCC(N1)=O)N1C(C2=CC=C(C=C2C1=O)CN1CCN(CC1)C=1C2=C(N=C(N1)N1CCOCC1)C=CS2)=O 2-(2,4-dioxotetrahydropyrimidin-1(2H)-yl)-5-((4-(2-morpholinothieno[3,2-d]pyrimidin-4-yl)piperazin-1-yl)methyl)isoindoline-1,3-dione